FC1(CN(C1)C(=O)C1=CC2=C(CN(CC2)C2=NC=CC(=N2)NC2=CC=C(C=C2)C=2N=NN(C2)CC2=CC=C(C=C2)OC)S1)F 2-[2-(3,3-difluoroazetidine-1-carbonyl)-4H,5H,6H,7H-thieno[2,3-c]pyridin-6-yl]-N-(4-{1-[(4-methoxyphenyl)methyl]-1H-1,2,3-triazol-4-yl}phenyl)pyrimidin-4-amine